C(CC)(N)(N)N propanetri-amine